COC1=CC=C(C=N1)C#CC=O 3-(6-methoxypyridin-3-yl)prop-2-yn-1-al